Racemic-tert-butyl (3R,4R)-(((benzyloxy)carbonyl)amino)-3-hydroxypiperidine-1-carboxylate C(C1=CC=CC=C1)OC(=O)N[C@@H]1N(CCC[C@H]1O)C(=O)OC(C)(C)C |&1:11|